FC=1C=CC(=C(CN2C(C=3N(CC2)C=C(C3)C3=NC(=NC=C3C)NC3=CC=CC=C3)=O)C1)CO 2-(5-fluoro-2-(hydroxymethyl)benzyl)-7-(5-methyl-2-(phenylamino)pyrimidin-4-yl)-3,4-dihydropyrrolo[1,2-a]pyrazine-1(2H)-one